Hydroquinon C1(O)=CC=C(O)C=C1